2-(2-(3-oxabicyclo[3.1.1]heptan-1-yl)-2H-pyrazolo[3,4-b]pyrazin-6-yl)-3-methyl-5-(trifluoromethyl)phenol C12(COCC(C1)C2)N2N=C1N=C(C=NC1=C2)C2=C(C=C(C=C2C)C(F)(F)F)O